O=C1N(CC(N1)=O)CC(=O)O (2,4-dioxoimidazolin-1-yl)acetic acid